6-fluoro-N-(4-methoxybenzyl)-2-Methyl-5-nitrobenzamide FC1=C(C=CC(=C1C(=O)NCC1=CC=C(C=C1)OC)C)[N+](=O)[O-]